ClC=1C=C(CC2CCN(CC2)CCNC(=O)C=2NC3=CC(=C(C=C3C2)O)O)C=CC1Cl N-(2-(4-(3,4-dichloro-benzyl)piperidin-1-yl)ethyl)-5,6-dihydroxy-1H-indol-2-carboxamide